FC(C=1C(=C(C=CC1)[C@@H](C)NC1=NC(=NC2=C3C(=C(C=C12)[C@@]1(C[C@H](N(CC1)C(C)=O)C)O)OCC3)C)F)F 1-((2R,4R)-4-(4-(((R)-1-(3-(difluoromethyl)-2-fluorophenyl)ethyl)amino)-2-methyl-8,9-dihydrofuro[2,3-h]quinazolin-6-yl)-4-hydroxy-2-methylpiperidin-1-yl)ethan-1-one